OCCCNS(=O)(=O)C1=CC=C(C=C1)C N-(3-hydroxypropyl)-4-methylbenzenesulfonamide